C(#N)C1=C(C=CC=C1)N1C[C@H](N(CC1)C=1N=C2N(C(C1C)=O)C=C(C=C2[C@@H](C)NC2=C(C(=O)O)C=CC=C2)C)C 2-(((R)-1-(2-((R)-4-(2-cyanophenyl)-2-methylpiperazin-1-yl)-3,7-dimethyl-4-oxo-4H-pyrido[1,2-a]pyrimidin-9-yl)ethyl)amino)benzoic acid